sodium (S)-3-(3-(1,5-dimethyl-4-oxido-2-oxo-1,2-dihydropyridin-3-yl)ureido)-3-(2'-fluoro biphenyl-3-yl)propanoate CN1C(C(=C(C(=C1)C)[O-])NC(N[C@@H](CC(=O)[O-])C=1C=C(C=CC1)C1=C(C=CC=C1)F)=O)=O.[Na+].[Na+]